C1(CCCC1)N(C=1C(=C(C=C(C1)C1=CC=C(C=C1)CN1CCOCC1)C(=O)NCC=1C(NC(=CC1C)C)=O)C)C 5-(cyclopentyl(methyl)amino)-N-((4,6-dimethyl-2-oxo-1,2-dihydropyridin-3-yl)methyl)-4-methyl-4'-(morpholinomethyl)-[1,1'-biphenyl]-3-carboxamide